4-[2-(cyclobutoxy)ethyl-[4-(5,6,7,8-tetrahydro-1,8-naphthyridin-2-yl)butyl]amino]-2-(diisopropylcarbamoylamino)butanoic acid C1(CCC1)OCCN(CCC(C(=O)O)NC(N(C(C)C)C(C)C)=O)CCCCC1=NC=2NCCCC2C=C1